2,6-Difluorobenzenesulfonyl chloride FC1=C(C(=CC=C1)F)S(=O)(=O)Cl